O1[C@H](COC2=C1C=CC=C2)C2=CC=C(CN(CCN(C)C)C)C=C2 N-{4-[(2S)-2,3-dihydro-1,4-benzodioxin-2-yl]benzyl}-N,N',N'-trimethylethane-1,2-diamine